FC=1C=C2C(C3=NC4=CC=C(C=C4C(N3C2=CC1)=O)CNS(=O)(=O)C)=O N-((8-fluoro-6,12-dioxo-6,12-dihydroindolo[2,1-b]quinazolin-2-yl)methyl)methanesulfonamide